carboxystatine sodium [Na].C(=O)(O)N[C@@H](CC(C)C)[C@@H](O)CC(O)=O